NC1=NC=CC=C1C1=NC=2C(=NC(=CC2)C2=CC=CC=C2)N1C1=CC=C(CNC(=O)C2=CN=C(S2)Br)C=C1 N-(4-(2-(2-aminopyridin-3-yl)-5-phenyl-3H-imidazo[4,5-b]pyridin-3-yl)benzyl)-2-bromothiazole-5-carboxamide